C[C@@H]1N(CCN(C1)C1=CC2=C(N(C(O2)=O)C)C=C1)C(=O)NCCCCC1=CC=CC=C1 (2S)-2-Methyl-4-(3-methyl-2-oxo-1,3-benzoxazol-6-yl)-N-(4-phenylbutyl)piperazine-1-carboxamide